FC(COCCCN[C@@H]1COC2=C(C1)C(=C(C(=C2)O)N2CC(NS2(=O)=O)=O)F)F 5-[(3S)-3-{[3-(2,2-difluoroethoxy)propyl]amino}-5-fluoro-7-hydroxy-3,4-dihydro-2H-1-benzopyran-6-yl]-1λ6,2,5-thiadiazolidine-1,1,3-trione